(R)-1-((6-(2'-chloro-3'-(5-((3-hydroxypyrrolidin-1-yl)methyl)picolinamido)-2-methylbiphenyl-3-ylcarbamoyl)pyridin-3-yl)methyl)piperidine-4-carboxylic Acid ClC1=C(C=CC=C1NC(C1=NC=C(C=C1)CN1C[C@@H](CC1)O)=O)C1=C(C(=CC=C1)NC(=O)C1=CC=C(C=N1)CN1CCC(CC1)C(=O)O)C